C(C)C1=NN(C2=C1C(NCC1(CCOCC1)C2)=O)C[C@H](COC(C2=C(C=CC(=C2)F)C)=O)C 5-Fluoro-2-methyl-benzoic acid [(2R)-3-(3-ethyl-4-oxo-spiro[6,8-dihydro-5H-pyrazolo[4,3-c]azepin-7,4'-tetrahydropyran]-1-yl)-2-methyl-propyl] ester